4-(4-((1-(3-fluorobenzyl)azetidin-3-yl)sulfonyl)-3,4-dihydro-2H-pyrido[4,3-b][1,4]oxazine-8-yl)benzonitrile FC=1C=C(CN2CC(C2)S(=O)(=O)N2C3=C(OCC2)C(=CN=C3)C3=CC=C(C#N)C=C3)C=CC1